5-chloro-3-((diethylamino)methyl)-7-nitroquinolin-8-ol bistrifluoroacetate FC(C(=O)O)(F)F.FC(C(=O)O)(F)F.ClC1=C2C=C(C=NC2=C(C(=C1)[N+](=O)[O-])O)CN(CC)CC